FC1=CC=C(C=C1)N1N=C(C2=CC=CC=C2C1=O)C=1C=C(C=CC1)NS(=O)(=O)C1CC1 N-(3-(3-(4-Fluorophenyl)-4-oxo-3,4-dihydrophthalazin-1-yl)phenyl)cyclopropanesulfonamide